N-(3-(N-(2-chlorophenyl)sulfamoyl)phenyl)picolinamide ClC1=C(C=CC=C1)NS(=O)(=O)C=1C=C(C=CC1)NC(C1=NC=CC=C1)=O